1,1,1-tris-(4-hydroxyphenyl)-propane OC1=CC=C(C=C1)C(CC)(C1=CC=C(C=C1)O)C1=CC=C(C=C1)O